(2S,3S,4R,5R)-5-(6-(benzylamino)-2-(5-ethylpyridin-3-yl)-9H-purin-9-yl)-3,4-dihydroxy-N-(methyl-d3)-tetrahydrofuran-2-carboxamide C(C1=CC=CC=C1)NC1=C2N=CN(C2=NC(=N1)C=1C=NC=C(C1)CC)[C@H]1[C@@H]([C@@H]([C@H](O1)C(=O)NC([2H])([2H])[2H])O)O